BrC(C)C=1C=C(C=C2C(C=C(OC12)N1CCCCC1)=O)C 8-(1-bromoethyl)-6-methyl-2-(1-piperidinyl)chromen-4-one